C(#C)[C@H]1CCN(CCO1)C(C1=CC(=C(C=C1)[N+](=O)[O-])OC)=O (7R)-7-ethynyl-4-(3-methoxy-4-nitrobenzoyl)-1,4-oxazepane